N-{[3-(2-chlorophenyl)-1,2-oxazol-5-yl]methyl}-1-methyl-1H-1,2,3-triazole-4-carboxamide ClC1=C(C=CC=C1)C1=NOC(=C1)CNC(=O)C=1N=NN(C1)C